FC(OC1=C(C=CC=C1)OC)(F)F 2-(trifluoromethoxy)anisole